potassium adipate C(CCCCC(=O)[O-])(=O)[O-].[K+].[K+]